C1(=CC=CC=C1)[C@H]([C@H]1CNC2=C(N1)N=CC=C2)NC[C@@H](C)C=2C=C(C=CC2)CC#N 2-(3-((S)-1-(((R)-phenyl((R)-1,2,3,4-tetrahydropyrido[2,3-b]pyrazin-3-yl)methyl)amino)propan-2-yl)phenyl)acetonitrile